(S)-6-(7-(8-ethyl-7-fluoro-3-hydroxynaphthalen-1-yl)-8-fluoro-2-((1-(pyrrolidin-1-ylmethyl)cyclopropyl)methoxy)pyrido[4,3-d]pyrimidin-4-yl)-1,6-diazaspiro[3.5]nonan-2-one C(C)C=1C(=CC=C2C=C(C=C(C12)C1=C(C=2N=C(N=C(C2C=N1)N1C[C@@]2(CC(N2)=O)CCC1)OCC1(CC1)CN1CCCC1)F)O)F